C(C)N1N=CC=C1C(=O)NC(C=1OC2=C(N1)C=C(C=C2)C(COC)N2C(NC(C2)C(F)(F)F)=O)C2CCC(CC2)F 1-ethyl-N-((4-fluorocyclohexyl)(5-(2-methoxy-1-(2-oxo-4-(trifluoromethyl)imidazolidin-1-yl)ethyl)benzo[d]oxazol-2-yl)methyl)-1H-pyrazole-5-carboxamide